6-(8-(3-(7-fluoro-5-methyl-1-oxo-1,2-dihydroisoquinolin-3-yl)propanoyl)-3,8-diazabicyclo[3.2.1]octan-3-yl)nicotinonitrile FC1=CC(=C2C=C(NC(C2=C1)=O)CCC(=O)N1C2CN(CC1CC2)C2=NC=C(C#N)C=C2)C